(S)-2-(5-fluoro-2-(4-(3-methylpiperidin-1-yl)-3-(1-(2,2,2-trifluoroethyl)-1H-indazole-3-carboxamido)benzamido)phenyl)acetic acid FC=1C=CC(=C(C1)CC(=O)O)NC(C1=CC(=C(C=C1)N1C[C@H](CCC1)C)NC(=O)C1=NN(C2=CC=CC=C12)CC(F)(F)F)=O